5-(4-oxa-7-azaspiro[2.5]octan-7-yl)pyridin-2-amine C1CC12OCCN(C2)C=2C=CC(=NC2)N